C(C)(C)P(NC1=NC(=CC=C1)N1N=CC=C1)C(C)C N-(di-iso-propylphosphaneyl)-6-(1H-pyrazol-1-yl)pyridin-2-amine